C/C=1/C(=O)OC(\C1\C)=O 2,3-dimethyl-maleic anhydride